(7S)-2-chloro-7-ethyl-5,7,8-trimethyl-7,8-dihydropteridin-6(5H)-one ClC1=NC=2N([C@@](C(N(C2C=N1)C)=O)(C)CC)C